6-(difluoromethyl)-7-formyl-3,4-dihydro-1,8-naphthyridine-1(2H)-carboxamide FC(C=1C=C2CCCN(C2=NC1C=O)C(=O)N)F